5-[(4-{[(1S)-2-hydroxy-1-phenylethyl]amino}-5-[3-(pyridin-2-yl)-1,2,4-oxadiazol-5-yl]pyrimidin-2-yl)amino]-3,3-dimethyl-1,3-dihydro-2-benzofuran-1-one OC[C@H](C1=CC=CC=C1)NC1=NC(=NC=C1C1=NC(=NO1)C1=NC=CC=C1)NC1=CC2=C(C(OC2(C)C)=O)C=C1